CC1(NCC(C1)C)C (1S)-2,2,4-trimethylpyrrolidine